P(N)(N)(N)=S thiophosphoric triamide